(S)-3-(1'-((3-chloro-1-(4-chlorophenyl)-1H-pyrazol-4-yl)methyl)-6-oxo-6,8-dihydro-2H,7H-spiro[furo[2,3-e]isoindole-3,4'-piperidin]-7-yl)piperidine-2,6-dione ClC1=NN(C=C1CN1CCC2(CC1)COC1=C3CN(C(C3=CC=C12)=O)[C@@H]1C(NC(CC1)=O)=O)C1=CC=C(C=C1)Cl